Methyl 6-(2-(3-amino azepan-3-yl) ethyl)-3-(benzyloxy)-4-oxo-4H-pyran-2-carboxylate NC1(CNCCCC1)CCC1=CC(C(=C(O1)C(=O)OC)OCC1=CC=CC=C1)=O